tert-butyl 7-(2-(8-fluoro-2-methylimidazo[1,2-a]pyridin-6-yl)-5-oxo-5H-[1,3,4]thiadiazolo[3,2-a]pyrimidin-7-yl)-4,7-diazaspiro[2.5]octane-4-carboxylate FC=1C=2N(C=C(C1)C1=NN3C(=NC(=CC3=O)N3CCN(C4(CC4)C3)C(=O)OC(C)(C)C)S1)C=C(N2)C